C(=CCCCCCCCC)/C=1/C(=O)OC(\C1)=O decenyl-maleic anhydride